(S)-1-(2-(6-((6-methylpyridin-2-yl)carbamoyl)-5,6-dihydropyridin-1(2H)-yl)-2-oxoethyl)-5-(pyridazin-3-ylamino)-1H-indole-3-carboxamide CC1=CC=CC(=N1)NC(=O)[C@@H]1CC=CCN1C(CN1C=C(C2=CC(=CC=C12)NC=1N=NC=CC1)C(=O)N)=O